NC(C(=O)O)CN 2,3-di-aminopropionic acid